phenylphosphonoacetic acid C1(=CC=CC=C1)OP(=O)(O)CC(=O)O